OC1(CCN(CC1)C1=C(C=C(C=C1)OC)NC(=O)C=1OC(=CC1)C1CCOCC1)C N-(2-(4-hydroxy-4-methylpiperidin-1-yl)-5-methoxyphenyl)-5-(tetrahydro-2H-pyran-4-yl)furan-2-carboxamide